4'-[(S)-2-methylbutyl]-1,1'-biphenyl-4-carbonitrile C[C@H](CC1=CC=C(C=C1)C1=CC=C(C=C1)C#N)CC